tert-butyl (3S,4S)-4-[[6-(6-chloroimidazo[1,2-b]pyridazin-3-yl)-2-pyridyl]amino]-3-fluoro-piperidine-1-carboxylate ClC=1C=CC=2N(N1)C(=CN2)C2=CC=CC(=N2)N[C@@H]2[C@H](CN(CC2)C(=O)OC(C)(C)C)F